NC1=NC(=CC(=N1)N1CCC2(C[C@H](NC2)C(=O)OCC)CC1)O[C@@H](C(F)(F)F)C1=C(C=C(C=C1)OC)N1N=C(C=C1)C (S)-ethyl 8-(2-amino-6-((R)-2,2,2-trifluoro-1-(4-methoxy-2-(3-methyl-1H-pyrazol-1-yl)phenyl)ethoxy)pyrimidin-4-yl)-2,8-diazaspiro[4.5]decane-3-carboxylate